N1=C(C=CC=C1)CNCC1=CC=C(C=C1)CNC1C(C2=CC=CC=C2CC1)C N-(2-pyridinylmethyl)-N'-(1-methyl-1,2,3,4-tetrahydro-2-naphthalenyl)-1,4-benzenedimethanamine